5-chloro-2-fluoro-3-((1-((6-(hydroxymethyl)-2-methoxypyridin-3-yl)methyl)-6-oxo-4-(1,1,2,2-tetrafluoroethyl)-1,6-dihydropyrimidin-5-yl)oxy)benzonitrile ClC=1C=C(C(=C(C#N)C1)F)OC1=C(N=CN(C1=O)CC=1C(=NC(=CC1)CO)OC)C(C(F)F)(F)F